NC1=C(C(=NN1C(C)C)C1=CC=C2C=CC(=NC2=C1)C1=CC=CC=C1)C#N 5-amino-1-isopropyl-3-(2-phenylquinolin-7-yl)-1H-pyrazole-4-carbonitrile